COC=1C=C(CNC(CC(=O)N[C@@H](CC2=CC=C(C=C2)C)OB(O)O)=O)C=CC1 (R)-(1-(3-((3-methoxybenzyl)amino)-3-oxopropionylamino)-2-(p-tolyl)ethyl)boric acid